5-(4-(2-(aminomethyl)-4-fluorophenoxy)-5,8-dihydropyrido[3,4-d]pyrimidin-7(6H)-yl)-4-chloro-2-(tetrahydro-2H-pyran-2-yl)pyridazin-3(2H)-one NCC1=C(OC=2C3=C(N=CN2)CN(CC3)C3=C(C(N(N=C3)C3OCCCC3)=O)Cl)C=CC(=C1)F